6-chloro-3-methyl-2-((R)-1-((R)-5-methyl-1,4-diazepan-1-yl)butyl)quinazolin-4(3H)-one ClC=1C=C2C(N(C(=NC2=CC1)[C@@H](CCC)N1CCN[C@@H](CC1)C)C)=O